FC1=C(C=C(C=C1)OC=1C(=C2C=CNC2=CC1F)C)C=1NC(=CN1)[C@](C)(O)C=1C=C(C=CC1)CCC(=O)OC |r| Racemic-Methyl 3-(3-(1-(2-(2-fluoro-5-((6-fluoro-4-methyl-1H-indol-5-yl)oxy)phenyl)-1H-imidazol-5-yl)-1-hydroxyethyl)phenyl)propanoate